2-[1-(azetidin-3-ylmethyl)pyrazol-4-yl]-8-chloro-7-[(2-methyl-3H-benzimidazol-5-yl)oxy]quinoxaline N1CC(C1)CN1N=CC(=C1)C1=NC2=C(C(=CC=C2N=C1)OC1=CC2=C(N=C(N2)C)C=C1)Cl